bis[4-chloro-phenyl]sulfonium ClC1=CC=C(C=C1)[SH+]C1=CC=C(C=C1)Cl